(7-ethoxy-6-methoxy-1-(2-(5-methoxy-1H-indol-3-yl)ethyl)-3,4-dihydroisoquinolin-2(1H)-yl)(pyrimidin-4-yl)methanone C(C)OC1=C(C=C2CCN(C(C2=C1)CCC1=CNC2=CC=C(C=C12)OC)C(=O)C1=NC=NC=C1)OC